C(C)OC1=NN2C(C3=CC=CC=C3C(=C2C(=O)OCC)O)=N1 Ethyl 2-ethoxy-6-hydroxy-[1,2,4]triazolo[5,1-a]isoquinoline-5-carboxylate